1-(6Z,9Z,12Z,15Z-octadecatetraenoyl)-2-docosanoyl-glycero-3-phospho-(1'-sn-glycerol) CCCCCCCCCCCCCCCCCCCCCC(=O)O[C@H](COC(=O)CCCC/C=C\C/C=C\C/C=C\C/C=C\CC)COP(=O)(O)OC[C@H](CO)O